7-(azetidin-1-yl)-3-bromo-2-(trifluoromethyl)-4H-pyrido[1,2-a]pyrimidin-4-one N1(CCC1)C=1C=CC=2N(C(C(=C(N2)C(F)(F)F)Br)=O)C1